4-fluoro-N-(3-(4-(2-fluoroacetyl)piperazin-1-yl)phenyl)-7-methyl-1H-indole FC1=C2C=CN(C2=C(C=C1)C)C1=CC(=CC=C1)N1CCN(CC1)C(CF)=O